N,N-diethyl-2,3-dihydro-1H-isoindol-5-amine C(C)N(C=1C=C2CNCC2=CC1)CC